ClC=1C(=NC(=NC1)NC=1C=NN(C1)CCO)N1C[C@@]2([C@](C1)(CN(C2)C(CC#N)=O)C)C 3-((3aR,6aS)-5-(5-Chloro-2-((1-(2-hydroxyethyl)-1H-pyrazol-4-yl)amino)pyrimidin-4-yl)-3a,6a-dimethylhexahydropyrrolo[3,4-c]pyrrol-2(1H)-yl)-3-oxopropanenitrile